2-hydroxy propyl methacrylate CC(COC(=O)C(=C)C)O